C(C1=CN=CC=C1)(=O)N Nicotinamid